FC1(CCN(CC1)C=1C=2N(C=C(N1)C(=O)N)C=CN2)F 8-(4,4-difluoropiperidin-1-yl)imidazo[1,2-a]pyrazine-6-carboxamide